ClC1=NC=C(C(=C1)C1=C(C=NC(=C1)C)C(=O)NC=1SC2=C(N1)CN(C2)C(=O)C2CC(C2)C#N)OC 2'-Chloro-N-(5-((1s,3s)-3-cyano-cyclobutane-1-carbonyl)-5,6-dihydro-4H-pyrrolo[3,4-d]thiazol-2-yl)-5'-methoxy-6-methyl-[4,4'-bipyridine]-3-carboxamide